N1OC(CCO1)N1C(C2=CC=C(C=C2C1=O)C(=O)O)=O 2-(2,6-Dioxapiperidin-3-yl)-1,3-dioxoisoindoline-5-carboxylic acid